2-(2-(difluoromethoxy)-7-methylquinoxalin-5-yl)-4-fluorobenzo[d]thiazole FC(OC1=NC2=CC(=CC(=C2N=C1)C=1SC2=C(N1)C(=CC=C2)F)C)F